(R)-2-((4-((R)-3-methylmorpholinyl)-2-(1H-pyrrolo[2,3-b]pyridin-4-yl)thieno[3,2-d]pyrimidin-7-yl)carbamoyl)pyrrolidine-1-carboxylic acid tert-butyl ester C(C)(C)(C)OC(=O)N1[C@H](CCC1)C(NC1=CSC2=C1N=C(N=C2N2[C@@H](COCC2)C)C2=C1C(=NC=C2)NC=C1)=O